(2r,5s)-3-(4-aminophenyl-ethyl)-2-(1-(4-bromophenyl)-3-(5-chloropyridin-2-yl)-1H-pyrazol-4-yl)-5-methyl-oxazolidin-4-one NC1=CC=C(C=C1)CCN1[C@H](O[C@H](C1=O)C)C=1C(=NN(C1)C1=CC=C(C=C1)Br)C1=NC=C(C=C1)Cl